C(C)O[C@@H]1CNCC[C@@H]1O |r| (±)-cis-3-ethoxypiperidin-4-ol